8-amino-5-thia-2-azaspiro[3.4]octane-5,5-dioxide NC1CCS(C12CNC2)(=O)=O